(1r,5r)-2-[5-(5-chloro-2-methoxypyridin-4-yl)-1H-pyrazole-3-carbonyl]-N-[(3-chlorophenyl)methyl]-2-azabicyclo[3.1.0]hexane-5-carboxamide ClC=1C(=CC(=NC1)OC)C1=CC(=NN1)C(=O)N1[C@@H]2C[C@@]2(CC1)C(=O)NCC1=CC(=CC=C1)Cl